ClC=1C(NC(=NC1Cl)C1=CC=NC=C1)=O 5,6-dichloro-2-pyridin-4-yl-3H-pyrimidin-4-one